ClC=1C(=NC(=NC1)N1CCOCC1)NC1=NNC2=CC(=CC=C12)[C@@H]1C[C@@]12C(NC1=CC=C(C=C21)OC)=O (1R,2S)-2-(3-{[5-chloro-2-(morpholin-4-yl)pyrimidin-4-yl]amino}-1H-indazol-6-yl)-5'-methoxy-1'H-spiro[cyclopropane-1,3'-indol]-2'-one